C(CCC)S(=O)(=O)C1=CC=2C(=NN(N2)C2=C(C(=CC(=C2)C(C)(C)C)C(C)(C)C)O)C=C1 5-butylsulfonyl-2-(2-hydroxy-3,5-di-tert-butyl-phenyl)-2H-benzotriazole